(2R,3R,3aR,11aS)-3-[(1E,3ξ)-4-fluoro-3-hydroxy-1-octen-1-yl]-2-hydroxy-1,2,3,3a,4,5,6,11a-octahydrobenzo[b]cyclopenta[g]oxocine-9-carboxylic acid FC(C(/C=C/[C@H]1[C@@H](C[C@H]2[C@@H]1CCCC1=C(O2)C=C(C=C1)C(=O)O)O)O)CCCC